F[C@@H]1CN(CC[C@@H]1NC1=C2C=C(N(C2=CC=C1)CC(F)(F)F)C#CCNC1=C(C=C(C=C1)S(=O)(=O)N)OC)C |r| (rac)-4-((3-(4-(((3R,4S)-3-fluoro-1-methylpiperidin-4-yl)amino)-1-(2,2,2-trifluoroethyl)-1H-indol-2-yl)prop-2-yn-1-yl)amino)-3-methoxybenzenesulfonamide